methyl 4,4-dimethyl-6-(p-tolylsulfonyloxy)hexanoate CC(CCC(=O)OC)(CCOS(=O)(=O)C1=CC=C(C=C1)C)C